methyl 5-methoxy-3-methylimidazole-4-carboxylate COC1=C(N(C=N1)C)C(=O)OC